C(C)C(C(=O)OC)CC(=O)C1=CC2=C(S1)C=C(C(=C2)O)OC methyl 2-ethyl-4-(5-hydroxy-6-methoxybenzo[b]thiophen-2-yl)-4-oxobutanoate